O1C(=CC=C1)/C=C/C(=O)C1=NC=CC=C1 (E)-3-(furan-2-yl)-1-(pyridin-2-yl)prop-2-en-1-one